N1=C2C(=NC=C1)NC=C2C=2SC=C(N2)C=2C=C(C=CC2)C(C)(O)C=2NC=CN2 1-(3-(2-(5H-Pyrrolo[2,3-b]pyrazin-7-yl)thiazol-4-yl)phenyl)-1-(1H-imidazol-2-yl)ethanol